perfluorohexyl-phenylacetic acid FC(C(=O)O)(C1=C(C(=C(C(=C1F)F)F)F)F)C(C(C(C(C(C(F)(F)F)(F)F)(F)F)(F)F)(F)F)(F)F